FC(C=1C=C(C=CC1)C=1C=C2CC(C(C2=CC1)NC(O[C@@H]1CN2CCC1CC2)=O)(CC)CC)F (S)-quinuclidin-3-yl (5-(3-(difluoromethyl)phenyl)-2,2-diethyl-2,3-dihydro-1H-inden-1-yl)carbamate